C(C)(C)(C)N([C@@H](C(C)C)C(=O)N[C@@H](C)C(=O)OC([C@@H](N)CCCCNC(=O)[C@H]1C[C@H](CC1)N)=O)C(CCCCCN1C(C=CC1=O)=O)=O tert-butyl-N-[6-(2,5-dioxo-2,5-dihydro-1H-pyrrol-1-yl)hexanoyl]-L-valyl-L-alanyl-N6-{[(1R,3S)-3-aminocyclopentyl]carbonyl}-L-lysinate